3-(4-(5-(6-((3-Benzyl-9-methyl-4H,6H-thieno[2,3-e][1,2,4]triazolo[3,4-c][1,4]oxazepin-2-yl)ethynyl)pyridin-3-yl)pent-1-yn-1-yl)-1-oxoisoindolin-2-yl)piperidin-2,6-dion C(C1=CC=CC=C1)C1=C(SC=2N3C(COCC21)=NN=C3C)C#CC3=CC=C(C=N3)CCCC#CC3=C2CN(C(C2=CC=C3)=O)C3C(NC(CC3)=O)=O